C(C)(=O)O[C@H]1[C@@H](OC)O[C@@H]([C@@H]([C@@H]1C=1OCN(N1)C1=CC(=C(C(=C1)F)F)F)OC(C)=O)COC(C)=O Methyl 2,4,6-tri-O-acetyl-3-deoxy-3-[4-(3,4,5-trifluorophenyl)-1,3,4-oxadiazol-2-yl]-α-D-galactopyranoside